[Cl-].CN1C(C(=CC=C1)[NH3+])=O (1-methyl-2-oxo-3-pyridyl)ammonium chloride